C1(CCCC1)N1CC=NC=2C=NC(=NC12)NC1=CC=C(C=C1)N1CCNCC1 8-cyclopentyl-2-((4-(piperazin-1-yl)phenyl)amino)pteridin